2-acetylcyclohexan-1-one C(C)(=O)C1C(CCCC1)=O